5-Fluoro-6-(2-methoxyethoxy)-3-(3-{4-[(3S)-3-(methoxymethyl)morpholin-4-carbonyl]phenyl}-1,2-oxazol-5-yl)-1H-indazol FC=1C=C2C(=NNC2=CC1OCCOC)C1=CC(=NO1)C1=CC=C(C=C1)C(=O)N1[C@H](COCC1)COC